ClC1=CN2CC(CC3=CC(=CC1=C23)F)N 1-chloro-8-fluoro-5,6-dihydro-4H-pyrrolo[3,2,1-ij]quinolin-5-amine